2,6-bis(pyridylacetyl)pyridinium diiodide [I-].[I-].N1=C(C=CC=C1)CC(=O)C1=[NH+]C(=CC=C1)C(CC1=NC=CC=C1)=O.N1=C(C=CC=C1)CC(=O)C1=[NH+]C(=CC=C1)C(CC1=NC=CC=C1)=O